FC1=C2CC(NC2=CC=C1)=O 4-fluoro-2,3-dihydro-1H-indol-2-one